CC1=CC=C(C=C1)S(=O)(=O)N1C(CC(CC1)C(F)(F)F)C1=C(CNN2C=NC=C2C(=O)N)C=CC=C1 ((2-(1-p-toluenesulfonyl-4-(trifluoromethyl)piperidin-2-yl)benzyl)amino)-1H-imidazole-5-carboxamide